1-(4-methoxyphenyl)-3-(2,5-dimethyl-4-nitrophenoxy)-1H-pyrazole COC1=CC=C(C=C1)N1N=C(C=C1)OC1=C(C=C(C(=C1)C)[N+](=O)[O-])C